6-(4-chlorophenyl)imidazo[2,1-b]thiazole ClC1=CC=C(C=C1)C=1N=C2SC=CN2C1